2-methyl-3-(3,4-dimethoxyphenyl)-8-methoxyisoquinoline triflate OS(=O)(=O)C(F)(F)F.CN1CC2=C(C=CC=C2C=C1C1=CC(=C(C=C1)OC)OC)OC